BrC1=CC(=C(O[C@H](C(=O)O)CC)C=C1)C#C (2S)-2-(4-bromo-2-ethynylphenoxy)butanoic acid